C(CCCCCCC)(=O)OC=C vinyl octanate